(R)-6-phenyl-2-azaspiro[3.4]octane-2-carboxylic acid tert-butyl ester C(C)(C)(C)OC(=O)N1CC2(C1)C[C@@H](CC2)C2=CC=CC=C2